FC1(CCN(CC1)C1=CC=CC(=N1)NC(C1=C(C=C(C=C1)NS(=O)(=O)CCNC)N1CC[Si](CC1)(C)C)=O)F N-(6-(4,4-difluoropiperidin-1-yl)pyridin-2-yl)-2-(4,4-dimethyl-1,4-azasilinan-1-yl)-4-((2-(methylamino)ethyl)sulfonamido)benzamide